C(C)(=O)C=1C(=NC(=CC1)Cl)N1N=C(C(=C1)Br)C#N 1-(3-acetyl-6-chloro-2-pyridinyl)-4-bromo-pyrazole-3-carbonitrile